O1CCN(CC1)C(C[C@H](C(=O)OCC1=CC=CC=C1)NC(=O)C1=NC=CN=C1)=O benzyl (R)-4-morpholino-4-oxo-2-(pyrazine-2-carboxamido)butanoate